tert-butyl 2-[[3-chloro-4-(4-methoxycarbonyl-1-piperidyl)phenyl]methyl]morpholine-4-carboxylate ClC=1C=C(C=CC1N1CCC(CC1)C(=O)OC)CC1CN(CCO1)C(=O)OC(C)(C)C